(S)-(7-fluoro-4-((4-fluoro-3-methylphenyl)carbamoyl)-2,3-dihydro-1H-inden-1-yl) carbamate C(N)(O[C@H]1CCC2=C(C=CC(=C12)F)C(NC1=CC(=C(C=C1)F)C)=O)=O